FC1=C(CN(C(C(CC)(C)C)=O)CCC(C)=O)C=CC=C1 N-(2-fluorobenzyl)-2,2-dimethyl-N-(3-oxobutyl)butanamide